2-(2,3-dihydro-1,4-benzodioxine-6-sulfonyl)-2H,4H,5H,6H-pyrrolo[3,4-c]pyrazole O1CCOC2=C1C=CC(=C2)S(=O)(=O)N2N=C1C(=C2)CNC1